NCCCCN(C1=C2CN(C(C2=CC=C1)=O)C1C(NC(CC1)=O)=O)CCC(C)(C)C 3-(4-((4-aminobutyl)(3,3-dimethylbutyl)amino)-1-oxoisoindolin-2-yl)piperidine-2,6-dione